Rac-(4-amino-7-fluoroimidazo[1,5-a]quinoxalin-8-yl)((1S,3R,6R)-3-(5-(trifluoromethyl)pyridin-2-yl)-2-azabicyclo[4.1.0]heptan-2-yl)methanone NC=1C=2N(C3=CC(=C(C=C3N1)F)C(=O)N1[C@H]3C[C@H]3CC[C@@H]1C1=NC=C(C=C1)C(F)(F)F)C=NC2 |r|